2-fluoro-N-(1,2,3,5,6,7-hexahydros-indacen-4-ylcarbamoyl)-5-(2-hydroxypropan-2-yl)benzenesulfonamide FC1=C(C=C(C=C1)C(C)(C)O)S(=O)(=O)NC(NC1=C2CCCC2=CC=2CCCC12)=O